N-[4-(3-Cyanophenyl)-5-(2-methoxy-6-methyl-4-pyridyl)thiazol-2-yl]-1-oxo-1,4-thiazinan-4-carboxamid C(#N)C=1C=C(C=CC1)C=1N=C(SC1C1=CC(=NC(=C1)C)OC)NC(=O)N1CCS(CC1)=O